[C@@H]12CNC[C@@H](CC1)C2C2=C1CN(C(C1=C(C=C2F)F)=O)C2C(NC(CC2)=O)=O 3-(4-((1R,5S,8r)-3-azabicyclo[3.2.1]octan-8-yl)-5,7-difluoro-1-oxoisoindolin-2-yl)piperidine-2,6-dione